CC1=C(C(=O)C2=C(C=CC=C2)P(C2=CC=CC=C2)(CC)=O)C(=CC(=C1)C)C 2,4,6-trimethylbenzoyl-ethyldiphenylphosphine oxide